COC=1C=C2C(=NC(=NC2=CC1OCCCN1CCCC1)N1CCCC1)N1CC(CCC1)NC(C)=O N-(1-(6-methoxy-2-(pyrrolidin-1-yl)-7-(3-(pyrrolidin-1-yl)propoxy)quinazolin-4-yl)piperidin-3-yl)acetamide